ClC1=CC=C(C=C1)C1=NOC(=N1)C1(CCC1)C(=O)N 1-[3-(4-chlorophenyl)-1,2,4-oxadiazol-5-yl]cyclobutane-1-carboxamide